2-[4-(4-bromo-2,3-difluoro-phenyl)-3-methyl-pyrazol-1-yl]ethoxy-tert-butyl-dimethyl-silane BrC1=C(C(=C(C=C1)C=1C(=NN(C1)CCO[Si](C)(C)C(C)(C)C)C)F)F